trans-1,2-di-tert-butoxycarbonylaminomethyl-cyclobutane C(C)(C)(C)OC(=O)NC[C@H]1[C@@H](CC1)CNC(=O)OC(C)(C)C